C(C)(C)(C)OC(=O)N1C(CNCC1)C1=C(C=C(C=C1)N)OC (4-amino-2-methoxyphenyl)piperazine-1-carboxylic acid tert-butyl ester